FC(OC1=CC(=C(N)C(=C1)C=C)C(C)C)F 4-(difluoromethoxy)-2-isopropyl-6-vinylaniline